C(CC)C1N(CCNC1)S(=O)(=O)N propylpiperazine-1-sulfonamide